ClC1=NC=2C=CC=CC2C=2N1N=CN2 5-chloro[1,2,4]triazolo[1,5-c]quinazolin